COC=1C=C(CNC2CCN(CC2)CCCOC2=C3C=CC(OC3=CC3=C2C=CO3)=O)C=CC1 4-(3-(4-((3-methoxybenzyl)amino)piperidin-1-yl)propoxy)-7H-furo[3,2-g]chromen-7-one